C(CCCCCCC(C)C)OC(C1=CC=C(C(=O)OCCCCCCCC(C)C)C=C1)=O diisodecylterephthalate